FC1=C(C(=C(C(=C1F)F)F)F)[B-](C1=C(C(=C(C(=C1F)F)F)F)F)(C1=C(C(=C(C(=C1F)F)F)F)F)C1=C(C(=C(C(=C1F)F)F)F)F.C[NH+](CCCCCCCCCCCCCCCC)CCCCCCCCCCCCCCCC N-methyl-N,N-dicetyl-ammonium [tetrakis(perfluorophenyl) borate]